BrC1=CN=C2C(=NC(=NN21)S(=O)(=O)C)NCC2=NC1=C(N2)C=CC(=C1F)F 7-bromo-N-[(4,5-difluoro-1H-benzimidazol-2-yl)methyl]-2-(methanesulfonyl)imidazo[2,1-f][1,2,4]triazin-4-amine